1-(tert-butyl) 4-methyl 2-(2-(dimethylamino)ethylidene)succinate CN(CC=C(C(=O)OC(C)(C)C)CC(=O)OC)C